C(#N)C=1C=C(C=NC1N1N=CC=N1)NC(=O)C1=C(C(=NS1)C1CCNCC1)C1CC1 N-[5-cyano-6-(1,2,3-triazol-2-yl)pyridin-3-yl]-4-cyclopropyl-3-(piperidin-4-yl)-1,2-thiazole-5-carboxamide